p-hydroxy-trans-cinnamamide OC1=CC=C(/C=C/C(=O)N)C=C1